methyl 3-[[5-[5-(trifluoromethyl)-1,2,4-oxadiazol-3-yl]-2-thienyl]methyl]imidazole-4-carboxylate FC(C1=NC(=NO1)C1=CC=C(S1)CN1C=NC=C1C(=O)OC)(F)F